BrC1=C(C(=C(CNC2C[C@H]3CC[C@@H](C2)N3C(=O)OC(C)(C)C)C=C1)[N+](=O)[O-])Cl Tert-butyl (1R,3s,5S)-3-((4-bromo-3-chloro-2-nitrobenzyl) amino)-8-azabicyclo[3.2.1]octane-8-carboxylate